Heptadecan-9-yl 7-((7-(heptyloxy)-7-oxoheptyl)(2-hydroxyethyl)amino)-heptanoate C(CCCCCC)OC(CCCCCCN(CCCCCCC(=O)OC(CCCCCCCC)CCCCCCCC)CCO)=O